hydroxyethyl-vinyl-diethylene glycol OCCC(COCCO)(C=C)O